4-(4-methylphenyl)methylene-2,6-di-tert-butyl-2,5-cyclohexadien-1-one CC1=CC=C(C=C1)C=C1C=C(C(C(=C1)C(C)(C)C)=O)C(C)(C)C